OB1C2=C(C=NO1)C=C(C=C2)C2=C(C=CC=C2)N[C@@H](C)C=2C=C(C=C1C(C(=C(OC21)N2CCCCC2)C)=O)C (S)-8-(1-((2-(1-hydroxy-1H-benzo[d][1,2,6]oxazaborinin-6-yl)phenyl)amino)ethyl)-3,6-dimethyl-2-(piperidin-1-yl)-4H-chromen-4-one